ClC=1C=C(C=NC1C#N)OC1C(C(C1(C)C)NC(C)=O)(C)C N-(3-((5-chloro-6-cyanopyridin-3-yl)oxy)-2,2,4,4-tetramethylcyclobutyl)acetamide